CO[C@H]1C[C@@H](NC1)C(=O)O (2R,4S)-4-Methoxypyrrolidine-2-carboxylic acid